CC(CN)CCN 2-methylbutane-1,4-diamine